(E)-3-(4-methoxyphenyl)-N-(2-(4,4,4-trifluorobutoxy)phenyl)acrylamide COC1=CC=C(C=C1)/C=C/C(=O)NC1=C(C=CC=C1)OCCCC(F)(F)F